NC[C@@H]1CCC(N1)=O (S)-5-(aminomethyl)pyrrolidin-2-one